NCCC(=O)NCCNC(C1=C(C=C(C=C1)NC=1C=2N(C=CN1)C(=CN2)C=2C(=NNC2)C(F)(F)F)Cl)=O N-[2-(3-aminopropanoyl-amino)ethyl]-2-chloro-4-[[3-[3-(trifluoromethyl)-1H-pyrazol-4-yl]imidazo[1,2-a]pyrazin-8-yl]amino]benzamide